1-(4-fluoro-3-(1-methylcyclopropyl)phenyl)ethan-1-one FC1=C(C=C(C=C1)C(C)=O)C1(CC1)C